NC1=C2CNC(C2=CC=C1)=O 4-amino-1-oxoisoindolin